7-Cyclopropyl-5-methylpyrazolo[3,4-c]pyridin-3-amine C1(CC1)C=1N=C(C=C2C1NN=C2N)C